ClC1=CC=C(C=C1)C1=C(CCC(C1)(C)C)CN1CCN(CC1)C1=CC=C(C(=O)N)C=C1 4-(4-((4'-chloro-5,5-dimethyl-3,4,5,6-tetrahydro-[1,1'-biphenyl]-2-yl)methyl)piperazin-1-yl)benzamide